C1(CC1)C1=C(C=C(C=C1F)OCOC)B1OC(C(O1)(C)C)(C)C 2-(2-cyclopropyl-3-fluoro-5-(methoxymethoxy)phenyl)-4,4,5,5-tetramethyl-1,3,2-dioxaborolane